F[C@]1(C[C@H](NC1=O)COC1=NC=CC2=CC(=C(C=C12)OC(C)C)C(=O)N)C(C)(C)O 1-{[(2s,4r)-4-fluoro-4-(2-hydroxyprop-2-yl)-5-oxopyrrolidin-2-yl]methoxy}-7-(propan-2-yloxy)isoquinoline-6-carboxamide